O[C@H]1CO[C@@H]([C@@H]([C@H]1N1N=NC(=C1)C1=CC(=C(C(=C1)F)F)F)O)CO (2S,3R,4S,5R,6R)-3,5-dihydroxy-6-(hydroxymethyl)-4-(4-(3,4,5-trifluorophenyl)-1H-1,2,3-triazol-1-yl)tetrahydro-2H-pyran